O[C@@H]1C[C@H](N(C1)C(=O)C(NC(COCCOCCOCCOCC(=O)O)=O)C(C)(C)C)C(NCC1=CC=C(C=C1)C1=C(N=CS1)C)=O 16-((2S,4R)-4-hydroxy-2-((4-(4-methylthiazol-5-yl)benzyl)carbamoyl)pyrrolidine-1-carbonyl)-17,17-dimethyl-14-oxo-3,6,9,12-tetraoxa-15-azaoctadecan-1-oic acid